C(CC(=O)[O-])(=O)OCCCCCCOC(CC(=O)[O-])=O O'-(hexane-1,6-diyl) dimalonate